C(C1=CC=CC=C1)OC1=C2C(=CNC2=CC=C1)[C@@H]1CNCC1 (R)-4-(benzyloxy)-3-(pyrrolidin-3-yl)-1H-indole